tert-butyl 6-[4-[3-methyl-4-(1-methylbenzotriazol-5-yl)oxy-anilino]pyrimido[5,4-d]pyrimidin-6-yl]-3,6-diazabicyclo[3.1.0]hexane-3-carboxylate CC=1C=C(NC=2C3=C(N=CN2)C=NC(=N3)N3C2CN(CC32)C(=O)OC(C)(C)C)C=CC1OC1=CC3=C(N(N=N3)C)C=C1